C1=CC(=CC=2C34CC=CC=C3C(=CC12)NCC4)C(=O)O 9,4b-(epiminoethano)phenanthrene-3-carboxylic acid